N-(4-(2-(((1r,4r)-4-Aminocyclohexyl)amino)-8-isopropyl-7-oxo-7,8-dihydropyrido[2,3-d]pyrimidin-6-yl)-2,3,6-trifluorophenyl)-1-phenylmethanesulfonamide NC1CCC(CC1)NC=1N=CC2=C(N1)N(C(C(=C2)C2=C(C(=C(C(=C2)F)NS(=O)(=O)CC2=CC=CC=C2)F)F)=O)C(C)C